CC1=NOC(=C1C=1C=C(C=CC1OCCN1CCC(CC1)O)NC(=O)C1CC1)C N-(3-(3,5-dimethylisoxazol-4-yl)-4-(2-(4-hydroxypiperidin-1-yl)ethoxy)phenyl)cyclopropanecarboxamide